BrC=1C(=C(C=C(C1)Cl)C1CN(CC(N1)C)C(=O)OC(C)(C)C)F tertbutyl 3-(3-bromo-5-chloro-2-fluorophenyl)-5-methylpiperazine-1-carboxylate